5'-CHLORO-N-(1-METHYL-1H-INDAZOL-7-YL)-[2,3'-BIPYRIDINE]-5-SULFONAMIDE ClC=1C=C(C=NC1)C1=NC=C(C=C1)S(=O)(=O)NC=1C=CC=C2C=NN(C12)C